N1N=CC2=CC=C(C=C12)C1=NC(=NC(=N1)NCC1=NN(C=C1)C(C)C)N 6-(1H-indazol-6-yl)-N2-[(1-isopropylpyrazol-3-yl)methyl]-1,3,5-triazine-2,4-diamine